3-(3-(4-(2-hydroxyethyl)piperidin-1-yl)phenyl)piperidine-2,6-dione OCCC1CCN(CC1)C=1C=C(C=CC1)C1C(NC(CC1)=O)=O